NC1=C2N=CN(C2=NC(=N1)F)[C@H]1C[C@@H]([C@@](O1)(C#C)CO[P@](=O)(OC1=CC=CC=C1)N[C@@H](CC1=CC=CC=C1)C(=O)OCC(CC)CC)OC(=O)OCCCCCCC 2-Ethylbutyl ((S)-(((2R,3S,5R)-5-(6-amino-2-fluoro-9H-purin-9-yl)-2-ethynyl-3-(((heptyloxy)carbonyl)oxy) tetrahydrofuran-2-yl)methoxy)(phenoxy)phosphoryl)-L-phenylalaninate